COC=1C=C2C(=CC=NC2=CC1OC)OC1=CC=C(C=C1)NC(=O)NC1=CC=C(C=C1)OC1=CC=NC2=CC(=C(C=C12)OC)OC 1,3-bis(4-((6,7-dimethoxyquinolin-4-yl)oxy)phenyl)urea